ClC=1C(=NC(=NC1)NC1CCOCC1)C=1C=C2C(=NC1)CN(C2=O)CC(=O)N[C@H](CO)C2=CC(=CC=C2)OC 2-(3-{5-chloro-2-[(oxacyclohex-4-yl)amino]pyrimidin-4-yl}-5-oxo-5H,6H,7H-pyrrolo[3,4-b]pyridin-6-yl)-N-[(1S)-2-hydroxy-1-(3-methoxyphenyl)ethyl]acetamide